FC(C1=CC=C(OC=2C=CC=C3CC(COC23)NC(C=C)=O)C=C1)(F)F N-[8-{4-(trifluoromethyl)phenoxy}chroman-3-yl]acrylamide